isopropyl cis-3-((allylsulfonyl)amino)-2-((6-phenylpyridin-2-yl)methyl)piperidine-1-carboxylate C(C=C)S(=O)(=O)N[C@@H]1[C@@H](N(CCC1)C(=O)OC(C)C)CC1=NC(=CC=C1)C1=CC=CC=C1